C(C)(C)N(C(=O)C1=C(OC=2C(=NC=NC2)N2CC3(C2)CCN(CC3)CC3=CC=C(C=C3)S(=O)(=O)N3[C@@H]2CN[C@H](C3)C2)C=CC(=C1)F)C(C)C (1S,4S)-5-((4-((2-(5-(2-(diisopropylcarbamoyl)-4-fluorophenoxy)pyrimidin-4-yl)-2,7-diazaspiro[3.5]nonan-7-yl)methyl)phenyl)sulfonyl)-2,5-diazabicyclo[2.2.1]heptane